Benzoic acid [3-[(E)-(4-methylcarbazol-9-yl)iminomethyl]-4-[4-(6-prop-2-enoyloxyhexoxy)benzoyl]oxy-phenyl]4-(6-prop-2-enoyloxyhexoxy)benzoate CC1=CC=CC=2N(C3=CC=CC=C3C12)\N=C\C=1C=C(C=CC1OC(C1=CC=C(C=C1)OCCCCCCOC(C=C)=O)=O)OC(C1=CC=C(C=C1)OCCCCCCOC(C=C)=O)=O.C(C1=CC=CC=C1)(=O)O